ClC=1C=C2C(=CN1)N(C(=C2)C=2C(=C(C=CC2)O)C)C 3-[5-chloro-1-methylpyrrolo[2,3-c]pyridin-2-yl]-2-methylphenol